(5S)-5-phenyl-2-(thiophen-3-yl)-2,5,6,7-tetrahydro-3H-pyrrolo[2,1-c][1,2,4]triazol-3-one C1(=CC=CC=C1)[C@@H]1CCC2=NN(C(N21)=O)C2=CSC=C2